CC1(CC=C(CC1)B(O)O)C 4,4-DIMETHYLCYCLOHEXEN-1-YLBORONIC ACID